C(C)(C)(C)OC(=O)NC(C(=O)O)C1=CC=C(C=C1)C 2-((tert-butoxycarbonyl)amino)-2-(p-tolyl)acetic acid